ClC=1C=C(C=NC1)C1CN(C1)[C@H]1[C@H](CCCC1)OC=1C=C2CN(C(C2=CC1)=O)C1C(NC(CC1)=O)=O 3-(5-(((1S,2R)-2-(3-(5-chloro-pyridin-3-yl)azetidin-1-yl)-cyclohexyl)oxy)-1-oxoisoindolin-2-yl)piperidine-2,6-dione